1-chloroethyl undecyl carbonate C(OC(C)Cl)(OCCCCCCCCCCC)=O